3-(4-((1s,4R)-4-(tert-butoxycarbonyl)cyclohexyl)phenyl)propanoic acid C(C)(C)(C)OC(=O)C1CCC(CC1)C1=CC=C(C=C1)CCC(=O)O